(1-methyl-hexahydropyridin-4-yl)benzofuran-4-carboxamide CN1CCC(CC1)C=1OC=2C(C1)=C(C=CC2)C(=O)N